3-(difluoromethoxy)-N-methyl-4-(3-methyl-4-methanesulfonyl-phenyl)-1H-pyrazolo[3,4-c]pyridine-5-carboxamide FC(OC1=NNC2=CN=C(C(=C21)C2=CC(=C(C=C2)S(=O)(=O)C)C)C(=O)NC)F